N1(CCSCC1)C(=O)C1=C(C(=O)NC\C=C(\C(S(=O)(=O)C2=C(C=CC=C2)N2CCSCC2)(F)F)/F)C=CC=C1 (Z)-2-(thiomorpholine-4-carbonyl)-N-(3,4,4-trifluoro-4-((2-thiomorpholinophenyl)sulfonyl)but-2-en-1-yl)benzamide